FC=1C(=NC=C(C1)F)NC=1C(=CC(=C(C(=O)O)C1)CS(=O)(=O)C)C=1C2=C(C(N(C1)C)=O)NC=C2 5-[(3,5-difluoro-2-pyridyl)amino]-4-(6-methyl-7-oxo-1H-pyrrolo[2,3-c]pyridin-4-yl)-2-(methylsulfonylmethyl)benzoic acid